scandium silicate, ammonium salt [NH4+].[Si]([O-])([O-])([O-])[O-].[Sc+3]